C(C)OC([C@@H](C1=C2N(C=N1)C[C@@H](C2)F)N2N=C1C(=C(C=C(C1=C2)Cl)C2=CC=C(C=C2)N2CCC(CC2)CO)Cl)=O.N2=CN=CC=C2 |&1:4| pyrimidin rac-Ethyl-2-(4,7-dichloro-6-(4-(4-(hydroxymethyl)piperidin-1-yl)phenyl)-2H-indazol-2-yl)-2-((R)-6-fluoro-6,7-dihydro-5H-pyrrolo[1,2-c]imidazol-1-yl)acetate